FC=1C=C2C(=CC(=NC2=CC1)C(F)(F)F)N[C@@H]1C[C@@H](CCC1)NC(=O)C=1C=CC=2N(C1)C=NC2 N-[(1R,3S)-3-{[6-fluoro-2-(trifluoromethyl)quinolin-4-yl]amino}cyclohexyl]imidazo[1,5-a]pyridine-6-carboxamide